C1(CC1)C1=CC(=NO1)CNC(=O)C1=C(C2=C(CCC3=CN(N=C23)C[C@@H]2OC=3C(=NC=CC3)OC2)O1)C N-[(5-Cyclopropyl-1,2-oxazol-3-yl)methyl]-2-[(2S)-2,3-dihydro[1,4]dioxino[2,3-b]pyridin-2-ylmethyl]-8-methyl-4,5-dihydro-2H-furo[2,3-g]indazol-7-carboxamid